ClC=1C=NC(=NC1)N1CCN(CC1)C(CCOC[C@H](C)OC1=C(C(NN=C1)=O)C(F)(F)F)=O (S)-5-(1-(3-(4-(5-chloropyrimidin-2-yl)piperazin-1-yl)-3-oxopropoxy)propan-2-yloxy)-4-(trifluoromethyl)pyridazin-3(2H)-one